(Z)-2-(2-(2-((2-ethylhex-1-en-1-yl)oxy)ethoxy)ethoxy)ethyl benzoate C(C1=CC=CC=C1)(=O)OCCOCCOCCO\C=C(/CCCC)\CC